4-((5-chloro-3-(1-((3,3-difluorocyclobutyl)methyl)-1H-pyrazol-4-yl)quinoxalin-6-yl)oxy)benzene-1,2-diamine ClC1=C2N=C(C=NC2=CC=C1OC=1C=C(C(=CC1)N)N)C=1C=NN(C1)CC1CC(C1)(F)F